FC1=CC=C(C=C1)N1CC(CC1=O)C(=O)OC methyl 1-(4-fluorophenyl)-5-oxopyrrolidine-3-carboxylate